NCCCN1C(NCC1)=O 1-(3-aminopropyl)imidazolidin-2-one